(1S,3S)-3-amino-1-methylcyclobutan-1-ol hydrochloride Cl.NC1CC(C1)(O)C